[N+](=O)([O-])[O-].[Ni+2].[N+](=O)([O-])[O-] Nickel(II) nitrat